C(C)(=O)OC1=CC=C(C=C1)/C=C/C(=O)O (E)-3-(4-Acetoxyphenyl)acrylic acid